(S)-3-methyl-1,4-dioxo-2-oxa-8-azaspiro[4.5]decane-8-carboxylic acid tert-butyl ester C(C)(C)(C)OC(=O)N1CCC2(C([C@@H](OC2=O)C)=O)CC1